4-((2S,SR)-5-ethyl-2-methyl-4-(4-(trifluoromethoxy)phenyl)piperazin-1-yl)-1-methyl-2-oxo-1,2-dihydropyrido[3,2-d]pyrimidine-6-carbonitrile C(C)[C@@H]1N(C[C@@H](N(C1)C=1C2=C(N(C(N1)=O)C)C=CC(=N2)C#N)C)C2=CC=C(C=C2)OC(F)(F)F |&1:2|